Cl[Si](N([Si](C)(Cl)Cl)C(C)(C)C)(C)Cl 1,1,3,3-tetrachloro-1,3-dimethyl-2-tert-butyldisilazane